pentaerythritol tetra(propionate) C(CC)(=O)OCC(COC(CC)=O)(COC(CC)=O)COC(CC)=O